propanediol undecylenate C(CCCCCCCCC=C)(=O)OC(CC)O